CN(CC(=O)NC1=CC=C(C=C1)C=1N=C2N(C=CC=C2)C1CN1CCN(CC1)C1=CC=CC=C1)C 2-(dimethylamino)-N-(4-(3-((4-phenylpiperazin-1-yl)methyl)imidazo[1,2-a]pyridin-2-yl)phenyl)acetamide